BrC=1C=C(C=C(C1)B1OC(C(O1)(C)C)(C)C)NC(C)=O N-[3-bromo-5-(4,4,5,5-tetramethyl-1,3,2-dioxaborolan-2-yl)phenyl]acetamide